CC1=NN=CC2=CC(=CC=C12)C#N methylphthalazine-6-carbonitrile